[2-(ethylamino)-1,1-dimethyl-2-oxo-ethyl] 2-chloro-5-(3,5-dimethyl-2,6-dioxo-4-thioxo-1,3,5-triazinan-1-yl)-4-fluoro-benzoate ClC1=C(C(=O)OC(C(=O)NCC)(C)C)C=C(C(=C1)F)N1C(N(C(N(C1=O)C)=S)C)=O